7-cyclobutyl-2-oxo-8-({[3-(trifluoromethyl)-1H-indazol-5-yl]amino}carbonyl)-1H-quinoline-3-carboxylic acid C1(CCC1)C1=CC=C2C=C(C(NC2=C1C(=O)NC=1C=C2C(=NNC2=CC1)C(F)(F)F)=O)C(=O)O